(piperidin-4-ylamino)-2H-benzopyran-2-one hydrochloride Cl.N1CCC(CC1)NC=1C(OC2=C(C1)C=CC=C2)=O